3-fluoro-N,2-dimethylbenzenesulfonamide FC=1C(=C(C=CC1)S(=O)(=O)NC)C